NC1=C(C=C(C=N1)C(=O)NN)Br 6-amino-5-bromo-pyridine-3-carbohydrazide